COC=1C(=C(C=NC1)B(O)O)C 5-methoxy-4-methylpyridin-3-ylboronic acid